4-fluoro-6-methyl-1-(1-(tetrahydro-2H-pyran-4-yl)-4-piperidinyl)-1,3-dihydro-2H-benzimidazol-2-one FC1=CC(=CC=2N(C(NC21)=O)C2CCN(CC2)C2CCOCC2)C